2,3-dihydrothiazolo[4,5-b]Pyridine-6-carboxylic acid S1CNC2=NC=C(C=C21)C(=O)O